N2-methyl-N5-(6-(1-methyl-1H-1,2,3-triazol-4-yl)isoquinolin-3-yl)pyridine-2,5-dicarboxamide CNC(=O)C1=NC=C(C=C1)C(=O)NC=1N=CC2=CC=C(C=C2C1)C=1N=NN(C1)C